BrC=1C=C(NC1)C(=O)N[C@@H](CC(=O)OCC)C1=CC(=C(C=C1)OC)F Ethyl (S)-3-(4-bromo-1H-pyrrole-2-carboxamido)-3-(3-fluoro-4-methoxyphenyl)propanoate